8-benzyl-6-phenyl-2-((5-propylfuran-2-yl)methyl)imidazo[1,2-a]pyrazin-3(7H)-one C(C1=CC=CC=C1)C1=C2N(C=C(N1)C1=CC=CC=C1)C(C(=N2)CC=2OC(=CC2)CCC)=O